2-(1-(2,6-dichloropyridin-4-yl)-3,3-difluorocyclobutanecarbonyl)-N-methylthiosemicarbazide ClC1=NC(=CC(=C1)C1(CC(C1)(F)F)C(=O)N(NC)C(=S)N)Cl